(2S)-2-[tert-butoxycarbonyl(methyl)amino]propanoic acid C(C)(C)(C)OC(=O)N([C@H](C(=O)O)C)C